N1C(=CC=2C=NC=CC21)[C@@H](C)NC(=O)[C@H]2N([C@H]1C[C@]1(C2)C)C(CN2C(C1=CC=C(C=C1C2)C2=C(C=C(C=C2)F)F)=O)=O (1S,3S,5S)-N-((R)-1-(1H-pyrrolo[3,2-c]pyridin-2-yl)ethyl)-2-(2-(5-(2,4-difluorophenyl)-1-oxoisoindolin-2-yl)acetyl)-5-methyl-2-azabicyclo[3.1.0]hexane-3-carboxamide